FC(C1=CC(=NN1CC(=O)O)C(=O)OCC)F 2-(5-(difluoromethyl)-3-(ethoxycarbonyl)-1H-pyrazol-1-yl)acetic acid